COC(C)=O.N1C(CCC1)=O 2-pyrrolidone methyl-acetate